5-(difluoromethyl)-1-[3-(1-hydroxyethyl)-6-[6-(6-methylpyridazin-3-yl)oxypyrazolo[1,5-a]pyridin-3-yl]pyridin-2-yl]pyrazole-3-carbonitrile FC(C1=CC(=NN1C1=NC(=CC=C1C(C)O)C=1C=NN2C1C=CC(=C2)OC=2N=NC(=CC2)C)C#N)F